2-((1R,3R)-1-acetoxy-3-((2S,3S)-N,3-dimethyl-2-((R)-1-methylpiperidine-2-carboxamido)valeramido)-4-methylpentyl)thiazole-4-carboxylic acid amide C(C)(=O)O[C@H](C[C@H](C(C)C)N(C([C@H]([C@H](CC)C)NC(=O)[C@@H]1N(CCCC1)C)=O)C)C=1SC=C(N1)C(=O)N